C(C)(=O)C=1C(=NC(=CC1)Cl)N1CC(CC1)(C#N)C 1-(3-acetyl-6-chloro-2-pyridyl)-3-methyl-pyrrolidine-3-carbonitrile